CN1CCN(CC1)C=1C=NC(=CC1)[N+](=O)[O-] 1-methyl-4-(6-nitropyridin-3-yl)-piperazine